[3-fluoro-2-methoxy-4-[1-methyl-4-(trifluoromethyl)imidazol-2-yl]phenyl]methanol FC=1C(=C(C=CC1C=1N(C=C(N1)C(F)(F)F)C)CO)OC